(3S,4S)-1-(6-ethyl-8-fluoro-4-methyl-3-(3-methyl-1,2,4-oxadiazol-5-yl)quinolin-2-yl)-4-methyl-N-(((R)-tetrahydrofuran-2-yl)methyl)pyrrolidin-3-amine C(C)C=1C=C2C(=C(C(=NC2=C(C1)F)N1C[C@H]([C@H](C1)C)NC[C@@H]1OCCC1)C1=NC(=NO1)C)C